tert-butyl 3-(bromomethyl)-2-chlorobenzoate BrCC=1C(=C(C(=O)OC(C)(C)C)C=CC1)Cl